(R)-(4-((6-chloro-4-(3-hydroxypiperidin-1-yl)pyridin-3-yl)ethynyl)phenyl)(4-hydroxypiperidin-1-yl)methanone ClC1=CC(=C(C=N1)C#CC1=CC=C(C=C1)C(=O)N1CCC(CC1)O)N1C[C@@H](CCC1)O